N=1C=NN2C=NC(=CC21)OC2=C(C=C(C=C2)NC2=NC=NC1=CC=C(C(=C21)N2CC1(C2)N(CC[C@H](C1)F)C)OC)C |r| racemic-N-(4-([1,2,4]triazolo[1,5-c]pyrimidin-7-yloxy)-3-methylphenyl)-5-(8-fluoro-5-methyl-2,5-diazaspiro[3.5]nonan-2-yl)-6-methoxyquinazolin-4-amine